2-fluoro-N-(6-(3-fluoro-2-(methylthio)phenyl)imidazo[1,2-a]pyridin-2-yl)cyclopropanecarboxamide FC1C(C1)C(=O)NC=1N=C2N(C=C(C=C2)C2=C(C(=CC=C2)F)SC)C1